methyl 4-(2-(3,3-dimethyl-2-oxo-5-(trifluoromethyl)indolin-1-yl)acetamido)-4-methylpentanoate CC1(C(N(C2=CC=C(C=C12)C(F)(F)F)CC(=O)NC(CCC(=O)OC)(C)C)=O)C